C1=C(C=CC2=CC=CC=C12)C1=CC=C(C=C1)C=1C(=CC(=CC1)NC1=CC=CC=C1)C1=CC=CC=C1 4-(naphthalene-2-yl)-N-phenyl-[1,1':2',1''-terphenyl]-4'-amine